2-(naphthalene-1-yl)-N1,N3-Diphenylbenzene-1,3-diamine C1(=CC=CC2=CC=CC=C12)C1=C(C=CC=C1NC1=CC=CC=C1)NC1=CC=CC=C1